[IH2+].C(C)(=O)C=1C(=NC=CC1)C1=NC=CC=C1 (acetylpyridyl)pyridine iodonium salt